FC=1C=NC2=CC=CC(=C2C1)OC1CCN(CC1)CC(=O)N1[C@@H](CCC1)C#N (2S)-1-[2-[4-[(3-fluoro-5-quinolinyl)oxy]-1-piperidinyl]acetyl]pyrrolidine-2-carbonitrile